2-(trimethylsilyl)ethyl N-(2-aminoethyl)-N2-{[2-(trimethylsilyl) ethoxy]carbonyl}-L-glutaminate NCCN([C@@H](CCC(N)=O)C(=O)OCC[Si](C)(C)C)C(=O)OCC[Si](C)(C)C